COC=1C=C2C(=C(/C(/C2=CC1OC)=C/C1=CC(=C(C(=C1)OC)OC)OC)C)CC(=O)NCC=1OC=CC1 (Z)-2-(5,6-dimethoxy-2-methyl-1-(3,4,5-trimethoxybenzylidene)-1H-inden-3-yl)-N-(furan-2-ylmethyl)acetamide